C(C)OP(=O)(OCC)NC([O-])=O diethoxyphosphorylcarbamate